3-fluoro-6-isopropoxy-5-(4,4,5,5-tetramethyl-1,3,2-dioxaborolan-2-yl)pyridin-2-amine FC=1C(=NC(=C(C1)B1OC(C(O1)(C)C)(C)C)OC(C)C)N